3-[3-fluoro-2-(3-methoxy-4-methyl-phenoxy)-4-pyridyl]-1,3-diazaspiro[4.5]decane-2,4-dione FC=1C(=NC=CC1N1C(NC2(C1=O)CCCCC2)=O)OC2=CC(=C(C=C2)C)OC